BrC1=C2C=CN(C(C2=CC=C1)=O)C(C(=O)OC(C)(C)C)=C tert-butyl 2-(5-bromo-1-oxoisoquinolin-2(1H)-yl)acrylate